4-[(3S)-3-aminopyrrolidin-1-yl]-N-{bicyclo[1.1.1]pentan-1-yl}-5-(3-chlorophenyl)-6-cyanopyridine-3-carboxamide N[C@@H]1CN(CC1)C1=C(C=NC(=C1C1=CC(=CC=C1)Cl)C#N)C(=O)NC12CC(C1)C2